(S)-5-(6-(5-methyl-6,7-dihydro-5H-pyrrolo[2,1-c][1,2,4]triazol-3-yl)pyridin-2-yl)-2-(pyrazin-2-yl)-2,5,6,7-tetrahydro-4H-pyrazolo[4,3-c]pyridin-4-one C[C@H]1CCC2=NN=C(N21)C2=CC=CC(=N2)N2C(C=1C(CC2)=NN(C1)C1=NC=CN=C1)=O